tert-butyl (7R)-2-(7-(4-fluoro-2-isopropoxyphenyl)-4-hydroxythieno[3,2-c]pyridin-6-yl)-7-methyl-6,7-dihydropyrazolo[1,5-a]pyrazine-5(4H)-carboxylate FC1=CC(=C(C=C1)C=1C2=C(C(=NC1C1=NN3C(CN(C[C@H]3C)C(=O)OC(C)(C)C)=C1)O)C=CS2)OC(C)C